1-(7-Chloro-8-fluoro-5-methyl-2-(methylthio)pyrido[4,3-d]pyrimidin-4-yl)-3-methylazetidine ClC1=C(C=2N=C(N=C(C2C(=N1)C)N1CC(C1)C)SC)F